tert-butyl 8-[3-[1-(2,6-dioxo-3-piperidyl)-3-methyl-2-oxo-benzimidazol-4-yl] prop-2-ynyl]-3,8-diazabicyclo[3.2.1]octane-3-carboxylate O=C1NC(CCC1N1C(N(C2=C1C=CC=C2C#CCN2C1CN(CC2CC1)C(=O)OC(C)(C)C)C)=O)=O